(R)-N,N-dimethyl-1,2,3,4-tetrahydronaphthalene-1-carboxamide CN(C(=O)[C@@H]1CCCC2=CC=CC=C12)C